2-(disulfanyl)ethylamine S(S)CCN